2-bromo-N-((3-(4-methylpiperazin-1-yl)-1-phenylcyclobutyl)methyl)-5-(trifluoromethyl)pyrazolo[1,5-a]pyrimidin-7-amine BrC1=NN2C(N=C(C=C2NCC2(CC(C2)N2CCN(CC2)C)C2=CC=CC=C2)C(F)(F)F)=C1